N[C@H](C(=O)O)CC=1C=NC(=CC1)C1=C(C=CC=C1)Cl (S)-2-amino-3-(6-(2-chlorophenyl)pyridin-3-yl)propanoic acid